COC1=C(C=CC=C1C1=NN(C=N1)C)NC1=CC(=NC(=C1C(CC)=O)C)NC(=O)C1CC1 N-(4-((2-methoxy-3-(1-methyl-1H-1,2,4-triazol-3-yl)phenyl)amino)-6-methyl-5-propionylpyridin-2-yl)cyclopropanecarboxamide